2-([1,1'-biphenyl]-4-yl)-3-methylsuccinic acid C1(=CC=C(C=C1)C(C(=O)O)C(C(=O)O)C)C1=CC=CC=C1